(2S,2'S)-1,1'-bis((5-(anthracene-9-yl)-1H-pyrrol-2-yl)methyl)-2,2'-bipyrrolidine C1=CC=CC2=CC3=CC=CC=C3C(=C12)C1=CC=C(N1)CN1[C@@H](CCC1)[C@H]1N(CCC1)CC=1NC(=CC1)C=1C2=CC=CC=C2C=C2C=CC=CC12